ClC=1C=C(CNC2=NC(=NC=C2C(=O)N)NC=2C=NN(C2)C)C=CC1 4-[(3-chloro-benzyl)amino]-2-[(1-methyl-1H-pyrazol-4-yl)amino]pyrimidin-5-carboxamide